BrC1=CC=C(C=N1)C(S(=O)(=O)OCC12N(CC3=CC=CC=C13)CCC2)CCCS(=O)(=O)C (2,3-dihydro-1H-pyrrolo[2,1-a]isoindol-9b(5H)-yl)methanol 1-(6-bromopyridin-3-yl)-3-(methylsulfonyl)propyl-methanesulfonate